2-fluoro-1-(3-{7-[(3-hydroxy-3-methylazetidin-1-yl)carbonyl]-3-[4-(trifluoromethyl)phenyl]indazol-1-yl}azetidin-1-yl)prop-2-en-1-one FC(C(=O)N1CC(C1)N1N=C(C2=CC=CC(=C12)C(=O)N1CC(C1)(C)O)C1=CC=C(C=C1)C(F)(F)F)=C